P(=O)(OCC(F)(F)F)([O-])F.[Na+] sodium 2,2,2-trifluoroethyl fluorophosphate